3-[1,1,2,2-Tetradeuterio-2-(diethylamino)ethyl]-1H-indol-4-ol [2H]C(C(N(CC)CC)([2H])[2H])([2H])C1=CNC=2C=CC=C(C12)O